OC1=NN=NC2=C1C=CC=C2 hydroxybenzotriazin